NC1=C(C=2C(=NC(=C(C2)C)C)N1C=1C(=C(C=CC1C)O)C)C=1OC(=NN1)N (S)-3-(2-amino-3-(5-amino-1,3,4-oxadiazol-2-yl)-5,6-dimethyl-1H-pyrrolo[2,3-b]pyridin-1-yl)-2,4-dimethylphenol